(S)-2-chloro-4-((1-methoxyprop-2-yl)oxy)-5-nitropyridine ClC1=NC=C(C(=C1)O[C@H](COC)C)[N+](=O)[O-]